4-(3-chloro-4-((4-fluorobenzyl)oxy)phenyl)-7-(2-morpholinoethoxy)quinazoline-4,6-diamine ClC=1C=C(C=CC1OCC1=CC=C(C=C1)F)C1(NC=NC2=CC(=C(C=C12)N)OCCN1CCOCC1)N